ClC1=CC=C2C(=C1NC1=NC=NC3=CC(=CC(=C13)OC1CCOCC1)OCCN1CCN(CC1)C)OCO2 4-(6-chloro-2,3-methylenedioxyanilino)-7-[2-(4-methylpiperazin-1-yl)ethoxy]-5-tetrahydropyran-4-yloxyquinazoline